2,5-dichloro-1,8-naphthyridine-3-carboxylic acid ethyl ester C(C)OC(=O)C=1C(=NC2=NC=CC(=C2C1)Cl)Cl